CC=1N(C(=CC1)C)C\C(\C)=C\F (E)-2-((2,5-dimethyl-1H-pyrrol-1-yl)methyl)-3-fluoroprop-2-en